FC(S(=O)(=O)N[C@@H]1[C@@H](CCC1)NC(CC1=NC=C2C=CC(=NC2=C1)C1=NC(=CC=C1)N1C[C@@H](O[C@@H](C1)C)C)=O)F N-((1R,2S)-2-((difluoromethyl)sulfonamido)cyclopentyl)-2-(2-(6-((cis)-2,6-dimethylmorpholino)pyridin-2-yl)-1,6-naphthyridin-7-yl)acetamide